C1=CC=CC=2C3=CC=CC=C3C(C12)COC(=O)N[C@H](C(=O)O)CCCCNC(COCCOCCNC(CC[C@H](NC(CCCCCCCCCCCCCCCCCCP(=O)(OC(C)(C)C)OC(C)(C)C)=O)C(=O)OC(C)(C)C)=O)=O (2S,20S)-2-((((9H-fluoren-9-yl)methoxy)carbonyl)amino)-20-(tert-butoxycarbonyl)-40-(di-tert-butoxyphosphoryl)-8,17,22-trioxo-10,13-dioxa-7,16,21-triazatetracontanoic acid